2-[2-[2-[2-[2-(2-hydroxyethoxy)ethoxy]ethoxy]ethoxy]ethyl]isoindoline-1,3-dione OCCOCCOCCOCCOCCN1C(C2=CC=CC=C2C1=O)=O